2-(6-((5-isopropyl-2-((4-(4-methylpiperazin-1-yl)phenyl)amino)thieno[2,3-d]pyrimidine-4-yl)amino)pyridin-2-yl)propan-2-ol C(C)(C)C1=CSC=2N=C(N=C(C21)NC2=CC=CC(=N2)C(C)(C)O)NC2=CC=C(C=C2)N2CCN(CC2)C